2'-bromo-2-chloro-3-methyl-1,1'-biphenyl BrC1=C(C=CC=C1)C1=C(C(=CC=C1)C)Cl